(((9H-fluoren-9-yl)methoxy)carbonyl)amino-5-(((S)-1-methoxy-3-methyl-1-oxobutan-2-yl)amino)-5-oxopentanoate C1=CC=CC=2C3=CC=CC=C3C(C12)COC(=O)NC(C(=O)[O-])CCC(=O)N[C@H](C(=O)OC)C(C)C